1-(3-bromo-1-(4-methoxybenzyl)-1H-1,2,4-triazol-5-yl)-2-((tetrahydro-2H-pyran-2-yl)oxy)ethan-1-one BrC1=NN(C(=N1)C(COC1OCCCC1)=O)CC1=CC=C(C=C1)OC